N,N'-bis(biphenyl-4-yl)-N,N'-bis(4-tert-butylphenyl)dibenzo[d,d']naphtho[2,3-b:6,7-b']difuran-3,10-diamine C1(=CC=C(C=C1)N(C1=CC2=C(C3=C(O2)C=C2C=C4C(OC5=C4C=CC(=C5)N(C5=CC=C(C=C5)C(C)(C)C)C5=CC=C(C=C5)C5=CC=CC=C5)=CC2=C3)C=C1)C1=CC=C(C=C1)C(C)(C)C)C1=CC=CC=C1